CP(C1=CC=CC=C1)(C(C1=C(C=C(C=C1C)C)C)=O)=O methyl-2,4,6-trimethylbenzoylphenylphosphine oxide